OC(C)(C1=CC=CC=C1)C1=CC=CC=C1 hydroxyl-diphenyl-ethane